1-methyl-cyclohexanol CC1(CCCCC1)O